(1H-benzo[d]imidazol-2-yl)-N-(1-(3-(imidazo[1,2-a]pyridin-2-yl)benzoyl)pyrrolidin-3-yl)picolinamide N1C(=NC2=C1C=CC=C2)C=2C(=NC=CC2)C(=O)NC2CN(CC2)C(C2=CC(=CC=C2)C=2N=C1N(C=CC=C1)C2)=O